N1C(=NC=C1)CNC(O[C@@H]1CC[C@H](CC1)C(N(C[C@@H]1CC[C@H](CC1)C1=CC(=C(C=C1)OC)C)C1=CC(=CC=C1)C=1C=NN(C1)C1CC1)=O)=O trans-4-((3-(1-Cyclopropyl-1H-pyrazol-4-yl)phenyl)((trans-4-(4-methoxy-3-methylphenyl)cyclohexyl)methyl) carbamoyl)cyclohexyl ((1H-imidazol-2-yl)methyl)carbamate